C1(CCCCC1)C(C(=O)NC1CCCCC1)N1C(=NC2=C1C=CC=C2)C=2C(=NOC2C)C 2,N-dicyclohexyl-2-[2-(3,5-dimethyl-isoxazol-4-yl)-benzimidazol-1-yl]-acetamide